O=C1C=C(N=C2N1C=CC(=C2)C(=O)OC)C(F)(F)F methyl 4-oxo-2-(trifluoromethyl)-4H-pyrido[1,2-a]pyrimidine-8-carboxylate